2-(6-(((1S,4S,5S,6S)-6-fluoro-2-methyl-2-azabicyclo[2.2.1]heptan-5-yl)(methyl)amino)pyridazin-3-yl)-5-(2-methoxypyridin-4-yl)phenol F[C@@H]1[C@H]([C@@H]2CN([C@H]1C2)C)N(C2=CC=C(N=N2)C2=C(C=C(C=C2)C2=CC(=NC=C2)OC)O)C